C(C)C(C(C(C(=O)O)(C(C)=O)CC)(O)C(=O)O)(C(=O)O)CC.ClC1=CC=C(C=C1)C1=CC(=NC(=N1)C=1C=NN(C1)C)N1CCC(CC1)CO (1-(6-(4-chlorophenyl)-2-(1-methyl-1H-pyrazol-4-yl)pyrimidin-4-yl)piperidin-4-yl)methanol triethyl-Acetylcitrate